O=C1N(CCC(N1)=O)C=1C=C(C=CC1)NC(CCCCCC(N1CCCCC1)=O)=O N-(3-(2,4-dioxotetrahydropyrimidin-1(2H)-yl)phenyl)-7-oxo-7-(piperidin-1-yl)heptanamide